C12CCCCCCC2N1 9-azabicyclo[6.1.0]nonane